BrC1=NC(=C(C(=O)OC)C(=C1)I)OC(F)F methyl 6-bromo-2-(difluoromethoxy)-4-iodonicotinate